3-(3-(5-Fluoropyridin-2-yl)-5-(hydroxymethyl)-1H-pyrazol-1-yl)butan-2-ol FC=1C=CC(=NC1)C1=NN(C(=C1)CO)C(C(C)O)C